(2s,3s,4s)-5-chloro-6-fluoro-2-(((((cis)-4-hydroxycyclohexyl)amino)methyl)-3-methoxy-2-phenyl-2,3-dihydrobenzofuran-4-yl)-4-(difluoromethoxy)-3-fluorobenzamide ClC=1C(=C(C(=C(C(=O)N)C1F)C1=CC=CC2=C1[C@@H]([C@](O2)(C2=CC=CC=C2)CN[C@@H]2CC[C@@H](CC2)O)OC)F)OC(F)F